Cl.N1C[C@@H](CCC1)S(=O)(=O)N (3R)-piperidine-3-sulfonylamine hydrochloride